C(=O)(O)C1=CC=C(C=C1)C1=NC(=NC(=N1)C1=CC=C(C=C1)C(=O)O)C1=CC=C(C=C1)C(=O)O L-2,4,6-tris(4-carboxyphenyl)-1,3,5-triazine